C(C)(C)(C)OC(=O)N1CCN(CC1)C1=NC=C(C=N1)C(=O)[O-] 2-[4-(tert-butoxycarbonyl)piperazin-1-yl]pyrimidine-5-carboxylate